C(C1=CC=CC=C1)N1C(C1)(C1=CC=CC=C1)C1=CC=CC=C1 1-benzyl-2,2-diphenylaziridine